N-(4-(1-(4-cyanobutyryl)-3-methyl-1,2,3,6-tetrahydropyridin-4-yl)-1H-pyrrolo[2,3-b]pyridin-6-yl)cyclopropylcarboxamide C(#N)CCCC(=O)N1CC(C(=CC1)C1=C2C(=NC(=C1)NC(=O)C1CC1)NC=C2)C